C(C)C(C[O-])(CC)CC.[O-]CC.C(C)[Sn+2](CC)CC triethyl-tin ethoxide (triethylethoxide)